3-(5-(7-((methyl(2-phenylpropan-2-yl)amino)methyl)imidazo[1,5-a]pyridin-5-yl)-1-oxoisoindolin-2-yl)piperidine-2,6-dione CN(C(C)(C)C1=CC=CC=C1)CC1=CC=2N(C(=C1)C=1C=C3CN(C(C3=CC1)=O)C1C(NC(CC1)=O)=O)C=NC2